3-(5-(1-(but-2-yn-1-yl)-4-(pyrrolidin-1-ylmethyl)-1H-pyrrolo[2,3-b]pyridin-6-yl)-1-oxo-isoindolin-2-yl)piperidine-2,6-dione C(C#CC)N1C=CC=2C1=NC(=CC2CN2CCCC2)C=2C=C1CN(C(C1=CC2)=O)C2C(NC(CC2)=O)=O